FC1=C(C(=CC(=C1)CNC1=CC(=NS1)C)O)N1CC(NS1(=O)=O)=O 5-(2-fluoro-6-hydroxy-4-(((3-methylisothiazol-5-yl)amino)methyl)phenyl)-1,2,5-thiadiazolidin-3-one 1,1-dioxide